N1(CCN(CCNCC1)CC1=C(C(=CC(=C1)C)CN)O)CC1=C(C(=CC(=C1)C)CN)O 2,2'-[1,4,7-triazonane-1,4-diylbis(methylene)]bis[6-(aminomethyl)-4-methylphenol]